tert-butyl (2R)-2-[[(3-amino-6-[3-methylimidazo[1,2-a]pyridin-6-yl]-5-(1,3-oxazol-2-yl)pyrazin-2-yl)formamido]methyl]-4,4-difluoropyrrolidine-1-carboxylate NC=1C(=NC(=C(N1)C=1OC=CN1)C=1C=CC=2N(C1)C(=CN2)C)C(=O)NC[C@@H]2N(CC(C2)(F)F)C(=O)OC(C)(C)C